Cl.CNNC(=O)C=1C(=NC=CN1)C(C)NC(C1=CC(=CC(=C1)C(F)(F)F)C(F)(F)F)=O N-(1-(3-(2-methylhydrazine-1-carbonyl)pyrazin-2-yl)ethyl)-3,5-bis(trifluoro-methyl)benzamide hydrochloride